CNC1=CC=C(OC2=CC=C(C=N2)NC(C2=CC=C(C=C2)OC2=CC=CC=C2)=O)C=C1 N-{6-[4-(methylamino)phenoxy]pyridin-3-yl}-4-phenoxybenzamide